C(CCCCCCC)(=O)OC/1C(=C(C\C1=N/OC(CCCCCCC)=O)C=1N=C(SC1)C#C)C (E)-3-(2-ethynylthiazol-4-yl)-2-methyl-5-((octanoyloxy)imino)cyclopent-2-en-1-yl octanoate